N1N=CC2=CC=C(C=C12)CN(C=1OC=C(N1)COCCN1CCOCC1)CC1=CC(=CC=C1)OC N-((1H-indazol-6-yl)methyl)-N-(3-methoxybenzyl)-4-((2-morpholinoethoxy)methyl)oxazol-2-amine